NC1=CC(=C(C=C1Cl)S(=NC(C1=CC=CC=C1)=O)(=O)C)C N-((4-amino-5-chloro-2-methylphenyl)(methyl)(oxo)-λ6-sulfanylidene)benzamide